ClC1=C(C=NN(C1=O)C)N[C@@H]1C[C@@H](CN(C1)C)C1=CC=C(C(=O)N2CCC(CC2)C2=CC=C3C(=CN=CC3=C2)C2C(NC(CC2)=O)=O)C=C1 3-[7-[1-[4-[(3R,5R)-5-[(5-chloro-1-methyl-6-oxo-pyridazin-4-yl)amino]-1-methyl-3-piperidyl]benzoyl]-4-piperidyl]-4-isoquinolyl]piperidine-2,6-dione